NC=1C=C(C=C(C1)C(F)(F)F)[C@@H](C)NC=1C2=C(N=C(N1)NC)C=NC(=C2)N2C(COCC2)=O 4-(4-((R)-1-(3-amino-5-(trifluoromethyl)phenyl)ethylamino)-2-(methylamino)pyrido[3,4-d]pyrimidin-6-yl)morpholin-3-one